ClCC1=C(C=CC=C1)NS(=O)(=O)C1=CC=C(C=C1)C N-(2-(chloromethyl)-phenyl)-4-methylbenzenesulfonamide